The molecule is an organic chloride salt having 2,3,5-triphenyltetrazolium as the counterion. It has a role as an indicator and a dye. It contains a 2,3,5-triphenyltetrazolium. C1=CC=C(C=C1)C2=NN([N+](=N2)C3=CC=CC=C3)C4=CC=CC=C4.[Cl-]